NC1=NC=C(C2=C1C=NN2)NC(C(=O)N2[C@H](CC[C@@H](C2)C)C=2C=CC1=C(N=C(S1)C1CCOCC1)C2)=O N-(4-amino-1H-pyrazolo[4,3-c]pyridin-7-yl)-2-((2R,5S)-5-methyl-2-(2-(tetrahydro-2H-pyran-4-yl)benzo[d]thiazol-5-yl)piperidin-1-yl)-2-oxoacetamide